(R)-(5-Chloro-1-methyl-3-(5-methylisoxazol-3-yl)-1H-pyrazol-4-yl)(3-(isopentylamino)piperidin-1-yl)methanone ClC1=C(C(=NN1C)C1=NOC(=C1)C)C(=O)N1C[C@@H](CCC1)NCCC(C)C